C1(=O)C(=O)NC(=O)N1 2,4,5-imidazolinetrione